Diphenyl-arsinic acid C1(=CC=CC=C1)[As](O)(=O)C1=CC=CC=C1